chloro(pyridine) cobalt [Co].ClC1=NC=CC=C1